C1(CC1)C1=NN(C=C1C(F)(F)F)CC1C(CC1)(F)F 3-cyclopropyl-1-((2,2-difluorocyclobutyl)methyl)-4-(trifluoromethyl)-1H-pyrazole